1-[7-(3-chloro-1-isobutyl-1H-indazol-5-yl-methoxy)-5-fluoro-2H-chromen-3-ylmethyl]-azepan ClC1=NN(C2=CC=C(C=C12)COC1=CC(=C2C=C(COC2=C1)CN1CCCCCC1)F)CC(C)C